C(C)S(=O)(=O)/C=C/[C@@H](C)N (R,E)-4-Ethylsulfonylbut-3-en-2-amine